2-(6-oxa-3-azabicyclo[3.1.1]heptan-3-yl)-N-((2-(trifluoromethyl)pyridin-3-yl)methyl)pyrido[2,3-d]pyrimidin-4-amine C12CN(CC(O1)C2)C=2N=C(C1=C(N2)N=CC=C1)NCC=1C(=NC=CC1)C(F)(F)F